COC1=CC=C(C=N1)C1(CN(C1)C(=O)OC(C)(C)C)NC(=O)C1=NN2C(C(NC(=C2)C2=CC3=CC=CC=C3C=C2)=O)=C1 tert.-Butyl 3-(6-methoxypyridin-3-yl)-3-({[6-(naphthalen-2-yl)-4-oxo-4,5-dihydropyrazolo[1,5-a]-pyrazin-2-yl]carbonyl}amino)azetidine-1-carboxylate